(3S)-4-(dimethylamino)-3-[[(2S)-2-[9H-fluorene-9-ylmethoxycarbonyl-(methyl)amino]-4-methylpentanoyl]-Methylamino]-4-oxobutanoic acid CN(C([C@H](CC(=O)O)N(C)C([C@H](CC(C)C)N(C)C(=O)OCC1C2=CC=CC=C2C=2C=CC=CC12)=O)=O)C